OC1=NC(=CC(=N1)N)O 2,6-dihydroxy-4-aminopyrimidine